N-(((2S,5R)-6-hydroxy-7-oxo-1,6-diazabicyclo[3.2.1]octan-2-yl)(imino)methyl)-2-(1H-imidazol-1-yl)acetamide ON1[C@@H]2CC[C@H](N(C1=O)C2)C(NC(CN2C=NC=C2)=O)=N